FC1=C(C(=C(C=C1N1N=C(C2=CC(=C(C=C12)F)N1C2(CC2)COCC1)C)C(F)(F)F)F)O 2,6-Difluoro-3-(6-fluoro-3-methyl-5-(7-oxa-4-azaspiro[2.5]octan-4-yl)-1H-indazol-1-yl)-5-(trifluoromethyl)phenol